(1S)-2-[4,6-bis(trifluoromethyl)-1,3,5-triazin-2-yl]-6-chloro-1-[(1-methylpiperidin-4-yl)methyl]-2,3,4,9-tetrahydro-1H-pyrido[3,4-b]indole FC(C1=NC(=NC(=N1)C(F)(F)F)N1[C@H](C=2NC3=CC=C(C=C3C2CC1)Cl)CC1CCN(CC1)C)(F)F